5-(tert-butyl) 2-methyl 3-methyl-3,4,6,7-tetrahydro-5H-imidazo[4,5-c]pyridine-2,5-dicarboxylate CN1C(=NC2=C1CN(CC2)C(=O)OC(C)(C)C)C(=O)OC